tetrahydro-2,2,5,5-tetramethylfuran CC1(OC(CC1)(C)C)C